((2-nitrobenzyl)oxy)azetidinium trifluoroacetate FC(C(=O)[O-])(F)F.[N+](=O)([O-])C1=C(CO[NH+]2CCC2)C=CC=C1